7-chloro-N-((4-chloro-6-methyl-2-oxo-1,2-dihydropyridin-3-yl)methyl)-2-(4-(3-cyclopropoxyazetidin-1-yl)cyclohexyl)-2,4-dimethylbenzo[d][1,3]dioxole-5-carboxamide ClC1=CC(=C(C2=C1OC(O2)(C)C2CCC(CC2)N2CC(C2)OC2CC2)C)C(=O)NCC=2C(NC(=CC2Cl)C)=O